1-Tert-butyl (((2S)-4-(3-(3-(2,6-dioxopiperidin-3-yl)-2-oxo-2,3-dihydrobenzo[d]oxazol-7-yl)prop-2-yn-1-yl)morpholin-2-yl)methyl)carbamate O=C1NC(CCC1N1C(OC2=C1C=CC=C2C#CCN2C[C@@H](OCC2)CNC(OC(C)(C)C)=O)=O)=O